ON1C(=CC=CC1=O)CN1CC=2C=CC=C(CN(CCN(CC1)CC1=CC=CC(N1O)=O)CC=1N(C(C=CC1)=O)O)N2 6-({3,9-Bis[(1-hydroxy-6-oxopyridin-2-yl)methyl]-3,6,9,15-tetraazabicyclo[9.3.1]pentadeca-1(15),11,13-trien-6-yl}methyl)-1-hydroxypyridin-2-one